diethyl 2-(((3aR,5R,6R,6aR)-6-acetoxy-6-ethynyl-2,2-dimethyltetra-hydrofuro[2,3-d][1,3]dioxol-5-yl)methoxy)-2-(4-(3-methyl-2-oxotetrahydropyrimidin-1(2H)-yl)benzyl)malonate C(C)(=O)O[C@@]1([C@H](O[C@@H]2OC(O[C@@H]21)(C)C)COC(C(=O)OCC)(C(=O)OCC)CC2=CC=C(C=C2)N2C(N(CCC2)C)=O)C#C